7,8-dihydro-1,6-naphthyridin-5-one N1=CC=CC=2C(NCCC12)=O